C(N)(=O)C1=CC(=NC2=C1N=CN=C2N[C@@H]2CN(C[C@H](C2)F)C(=O)OC(C)(C)C)C=2C=NN(C2C)CC tert-butyl (3S,5S)-3-{[8-carbamoyl-6-(1-ethyl-5-methyl-1H-pyrazol-4-yl)pyrido[3,2-d]pyrimidin-4-yl]amino}-5-fluoropiperidine-1-carboxylate